[Br-].C(#N)C=1SC2=C(N1)C=CC(=C2)OC(=O)N(CCN(CCCCCC[P+](C2=CC=CC=C2)(C2=CC=CC=C2)C2=CC=CC=C2)C(=O)OC2=CC(=C(C=C2)OC(C)=O)OC(C)=O)C (6-((2-((((2-cyanobenzo[d]thiazol-6-yl)oxy)carbonyl)(methyl)amino)ethyl)-((3,4-diacetoxyphenoxy)carbonyl)amino)hexyl)triphenylphosphonium bromide